ClC=1C=CC(=C(C1)[C@]1(C(NC=2C1=NC=C(C2)C(F)(F)F)=O)C)OC (3R)-3-(5-chloro-2-methoxyphenyl)-3-methyl-6-(trifluoromethyl)-1H-pyrrolo[3,2-b]pyridin-2(3H)-one